N1(CCCC1)CCCCC(=O)OC(C(=O)OCCCCCCOC(C(CCCCCCCC)CCCCCC)=O)C(C(=O)OCCCCCCOC(C(CCCCCCCC)CCCCCC)=O)OC(CCCCN1CCCC1)=O bis(6-((2-hexyldecanoyl)oxy)hexyl) 2,3-bis((5-(pyrrolidin-1-yl)pentanoyl)oxy)-succinate